2-phenoxy-9,10-di(isopropoxy)anthracene O(C1=CC=CC=C1)C1=CC2=C(C3=CC=CC=C3C(=C2C=C1)OC(C)C)OC(C)C